C(C)(C)(C)OC(=O)N1C(CN(C(C1)Cl)F)C1=C(C=CC=C1)CNNS(=O)(=O)CC1=CC=CC=C1 5-chloro-4-fluoro-2-(((2-toluenesulfonylhydrazino)methyl)phenyl)piperazine-1-carboxylic acid tert-butyl ester